(R)-5-(4-amino-3-(4-phenoxyphenyl)-1H-pyrazolo[3,4-d]pyrimidin-1-yl)-3,3-difluoropiperidine-1-carboxylic acid tert-butyl ester C(C)(C)(C)OC(=O)N1CC(C[C@H](C1)N1N=C(C=2C1=NC=NC2N)C2=CC=C(C=C2)OC2=CC=CC=C2)(F)F